(Z)-2-(6-Methoxy-2-methyl-1-(4-(phenoxymethyl)benzylidene)-1H-inden-3-yl)acetic acid COC1=CC=C2C(=C(/C(/C2=C1)=C/C1=CC=C(C=C1)COC1=CC=CC=C1)C)CC(=O)O